CC1=CC=C(C(=O)C2=C3N(C=4C=C(C(=CC24)C(=O)OC)[N+](=O)[O-])CCCN3)C=C1 10-(4-methylbenzoyl)-8-methoxycarbonyl-7-nitro-1,2,3,4-tetrahydropyrimidino[1,2-a]indole